5-chloro-2-[(4,4-difluoropiperidin-1-yl)methyl]-7,8-dihydro-6H-spiro[[1,3]oxazolo[5,4-f]quinazoline-9,1'-cyclohexan]-7-one ClC=1C=C2C(=C3C1NC(NC31CCCCC1)=O)OC(=N2)CN2CCC(CC2)(F)F